N1=CC=C(C=C1)C=1C=2C=CC(=C(C3=CC=C(N3)C(=C3C=CC(C(=C4C=CC1N4)C4=CC=C(C(=O)O)C=C4)=N3)C3=CC=NC=C3)C3=CC=C(C(=O)O)C=C3)N2 4,4'-(10,20-di-4-pyridyl-21H,23H-porphin-5,15-diyl)dibenzoic acid